C(C=C)(=O)N1[C@@H](C[C@H](CC1)N1C=NC=2C(=NC=3C(=C(C(=CC3C21)Cl)C2=C(C(=CC=C2)Cl)C)F)N2CC(C2)N(C)C)CC#N 2-((2S,4S)-1-acryloyl-4-(8-chloro-7-(3-chloro-2-methylphenyl)-4-(3-(dimethyl-amino)azetidin-1-yl)-6-fluoro-1H-imidazo[4,5-c]quinolin-1-yl)piperidin-2-yl)acetonitrile